(5-(6-((1R,4R)-2-oxa-5-azabicyclo[2.2.1]heptan-5-yl)-1H-benzo[d]imidazol-2-yl)-1H-pyrrol-3-yl)(2-(trifluoromethyl)phenyl)methanone [C@H]12OC[C@H](N(C1)C=1C=CC3=C(NC(=N3)C3=CC(=CN3)C(=O)C3=C(C=CC=C3)C(F)(F)F)C1)C2